2-[4-(5-pyridin-4-yl-pyrimidin-4-yl)-phenoxymethyl]-quinoline N1=CC=C(C=C1)C=1C(=NC=NC1)C1=CC=C(OCC2=NC3=CC=CC=C3C=C2)C=C1